C(C)(=O)C=1C(=NC(=CC1)N1C=NC2=C1C=C(C=C2)NC=2N=NC(=CC2)C)N2N=C(C=C2C)C#N 1-[3-Acetyl-6-[6-[(6-methylpyridazin-3-yl)amino]benzimidazol-1-yl]-2-pyridyl]-5-methyl-pyrazole-3-carbonitrile